FC(C(F)(F)F)(N(C(C(C(C(F)(F)F)(F)F)(F)F)(F)F)C(C(C(C(F)(F)F)(F)F)(F)F)(F)F)F perfluoro-dibutyl-ethylamine